FC(C1=CC=C(CN2N=C3C=C(C=CC3=C2)C(=O)O)C=C1)(F)F 2-(4-Trifluoromethylbenzyl)-2H-indazole-6-carboxylic acid